CC1=CC(=C(C(=C1)C)C=C)C vinylMesitylene